4-methoxy-6-(tributylstannyl)picolinamide COC1=CC(=NC(=C1)[Sn](CCCC)(CCCC)CCCC)C(=O)N